(2R,3R,E)-ethyl 2-amino-3-hydroxyoctadecanoate N[C@@H](C(=O)OCC)[C@@H](CCCCCCCCCCCCCCC)O